triazolone oxygen [O].N=1N=NC(C1)=O